CC1(N(CCC1)CCNC(=O)C=1C=C(C(=NC1)C)NC(=O)C=1C=NN2C1SC(=C2)\C=C\COC)C (E)-N-(5-((2-(2,2-dimethylpyrrolidin-1-yl)ethyl)carbamoyl)-2-methylpyridin-3-yl)-2-(3-methoxyprop-1-en-1-yl)pyrazolo[5,1-b]Thiazole-7-carboxamide